4,5-dimethyl-2-(tributylstannyl)oxazole CC=1N=C(OC1C)[Sn](CCCC)(CCCC)CCCC